CC1(CC=C(CC1)B(O)O)C (4,4-dimethylcyclohex-1-en-1-yl)boronic acid